C(C)C=1C=C2C(=C(C(=NC2=C(C1)F)N1C[C@H](CC1)N[C@@H]1COCC1)C1=NC(=NO1)C)C (S)-1-(6-ethyl-8-fluoro-4-methyl-3-(3-methyl-1,2,4-oxadiazol-5-yl)quinolin-2-yl)-N-((S)-tetrahydrofuran-3-yl)pyrrolidin-3-amine